bis-methoxyethoxyethoxide COCCOC([O-])(C)OCCOC